COS(=O)(=O)[O-].C(C=C)C(C[NH2+]CCO)CC=C diallylethyl-(hydroxyethyl)ammonium methyl-sulfate